2-(4'-(6-chloro-2-(((3r,3ar,6r,6ar)-6-hydroxyhexahydrofuro[3,2-b]furan-3-yl)oxy)-1H-imidazo[4,5-b]pyridin-5-yl)-N-methyl-[1,1'-biphenyl]-4-carboxamido)ethane-1-sulfonic acid ClC=1C=C2C(=NC1C1=CC=C(C=C1)C1=CC=C(C=C1)C(=O)N(C)CCS(=O)(=O)O)N=C(N2)O[C@H]2[C@@H]1[C@H](OC2)[C@@H](CO1)O